N=1N=CN2C1C(=NC=C2)N2CC(CC2)NC(=O)C2=NN(C=C2)C2CCOCC2 1-(tetrahydro-pyran-4-yl)-1H-pyrazole-3-carboxylic acid (1-[1,2,4]triazolo[4,3-a]pyrazin-8-yl-pyrrolidin-3-yl)-amide